[Br-].CN1NN(N=C1C)N1N([NH2+]C(=N1)C1=CC=CC=C1)C1=CC=CC=C1 3-(4,5-dimethyltetrazol-2-yl)-2,5-diphenyltetrazolium bromide